3-(3-methoxyphenyl)-5,5,6,6-tetramethylpiperidin-2-one COC=1C=C(C=CC1)C1C(NC(C(C1)(C)C)(C)C)=O